COC1=NC=C(C(=N1)OC)C=1C=C(C=2N(N1)C(=CN2)F)[C@H]2[C@@H](C2)C=2C=C1C(=NC2)C=NN1CC(F)(F)F 6-((1R,2R)-2-(6-(2,4-dimethoxypyrimidin-5-yl)-3-fluoroimidazo[1,2-b]pyridazin-8-yl)cyclopropyl)-1-(2,2,2-trifluoroethyl)-1H-pyrazolo[4,3-b]pyridine